C(C)(C)(C)OC(C)(C)C mono-tertiary butyl ether